C1=C(C=CC2=CC=CC=C12)OCCCCCCCCCCC(C(=O)O)=C 10-(naphthalen-2-yloxy)decylacrylic acid